4-Chloro-2-[2-(2-(1-(2,3-dihydro-1H-inden-5-yl)ethylidene)hydrazinyl)thiazol-4-yl]phenol ClC1=CC(=C(C=C1)O)C=1N=C(SC1)NN=C(C)C=1C=C2CCCC2=CC1